ClC1=C(CNC2=C3NC=NC3=NC=N2)C=CC=C1 6-(2-chlorobenzylamino)purine